1-(3-((6-((5-Methylthiazol-2-yl)amino)-4-(morpholinomethyl)pyridin-2-yl)amino)pyrrolidin-1-yl)but-2-yn-1-one CC1=CN=C(S1)NC1=CC(=CC(=N1)NC1CN(CC1)C(C#CC)=O)CN1CCOCC1